Diphenylmethanone O-undec-10-enoyl oxime C(CCCCCCCCC=C)(=O)ON=C(C1=CC=CC=C1)C1=CC=CC=C1